N-((1-((3-((2-(cyanomethoxy)-5-ethylphenyl)sulfonamido)-4-methoxybenzo[d]isoxazol-6-yl)methyl)-1H-pyrazol-4-yl)methyl)propiolamide C(#N)COC1=C(C=C(C=C1)CC)S(=O)(=O)NC1=NOC2=C1C(=CC(=C2)CN2N=CC(=C2)CNC(C#C)=O)OC